COC1=CC=2N(C=C1)N=C(C2)C(=O)O 5-methoxypyrazolo[1,5-a]pyridine-2-carboxylic acid